5-bromo-3-(3,5-difluorophenyl)-1-tosyl-1H-pyrrolo[2,3-b]pyridine BrC=1C=C2C(=NC1)N(C=C2C2=CC(=CC(=C2)F)F)S(=O)(=O)C2=CC=C(C)C=C2